cis-(1S,2R)-1-amino-5-bromo-indan-2-ol N[C@@H]1[C@@H](CC2=CC(=CC=C12)Br)O